ONC=CCCC1=CC=C(C=C1)/C/1=N/[C@@H](C=2N(C3=C1C(=C(S3)C)C)C(=NN2)C)CC(=O)OC(C)(C)C tert-butyl (R,Z)-2-(4-(4-(4-(hydroxyamino)but-3-en-1-yl)phenyl)-2,3,9-trimethyl-6H-thieno[3,2-f][1,2,4]triazolo[4,3-a][1,4]diazepin-6-yl)acetate